N-Hydroxyurethan ONC(=O)OCC